2-methoxy-N-(6-(4-(1-(trifluoromethyl)cyclopropyl)-4H-1,2,4-triazol-3-yl)pyridin-2-yl)nicotinamide COC1=C(C(=O)NC2=NC(=CC=C2)C2=NN=CN2C2(CC2)C(F)(F)F)C=CC=N1